N-(4-(5-(2-((3S,4R)-3,4-difluoropyrrolidin-1-yl)-6-methylpyrimidin-4-yl)-1,3,4-oxadiazol-2-yl)-3-(6-azaspiro[2.5]octane-6-yl)phenyl)-2-hydroxyethane-1-sulfonamide F[C@H]1CN(C[C@H]1F)C1=NC(=CC(=N1)C1=NN=C(O1)C1=C(C=C(C=C1)NS(=O)(=O)CCO)N1CCC2(CC2)CC1)C